CC1=C(C=CC(=C1)OC)NC1=NC2=C3N(C(N(C3=N1)C1CCCCC1)=O)CCC2 2-(2-Methyl-4-methoxyphenylamino)-4-cyclohexyl-8,9-dihydro-7H-pyrido[1,2,3-gh]purin-5(4H)-one